C1=C(C=CC2=CC=CC=C12)COC1=CC=CC(=N1)S(=O)(=O)NC(=O)C=1C(=NC=CC1)N1C(CC(C1)C)(C)C N-[[6-(2-Naphthylmethoxy)-2-pyridyl]sulfonyl]-2-(2,2,4-trimethylpyrrolidin-1-yl)pyridin-3-carboxamid